(1S,2S,4R)-4-(5-bromo-4-{[(2,4-dimethoxyphenyl)methyl]amino}-7H-pyrrolo[2,3-d]pyrimidin-7-yl)-2-[(tert-butyldiphenylsilyl)oxy]cyclopentane-1-carboxylic acid BrC1=CN(C=2N=CN=C(C21)NCC2=C(C=C(C=C2)OC)OC)[C@H]2C[C@@H]([C@H](C2)C(=O)O)O[Si](C2=CC=CC=C2)(C2=CC=CC=C2)C(C)(C)C